2-amino-5-bromo-N-(isoquinolin-4-yl)benzamide NC1=C(C(=O)NC2=CN=CC3=CC=CC=C23)C=C(C=C1)Br